(S)-2-amino-2-(1-(phenylsulfonyl)-1H-pyrrolo[3,2-c]pyridin-2-yl)ethan-1-ol hydrochloride Cl.N[C@H](CO)C1=CC=2C=NC=CC2N1S(=O)(=O)C1=CC=CC=C1